NC1=NC=CC=C1C1=NC=2C(=NC(=CC2)C=2SC=CN2)N1C=1C=C2CC[C@@H](C2=CC1)NC(C)=O N-[(1S)-5-[2-(2-aminopyridin-3-yl)-5-(1,3-thiazol-2-yl)imidazo[4,5-b]pyridin-3-yl]-2,3-dihydro-1H-inden-1-yl]acetamide